BrC=1C=C2C(N(C(N(C2=CC1)CC(C)C)=O)C[C@@H](CN1CC2=CC=CC=C2CC1)O[Si](C)(C)C(C)(C)C)=O 6-bromo-3-[(2R)-2-[(tert-butyldimethylsilyl)oxy]-3-(1,2,3,4-tetrahydroisoquinolin-2-yl)propyl]-1-(2-methylpropyl)-1,2,3,4-tetrahydroquinazoline-2,4-dione